C(CC)C1=NC(=CC2=CC=CC(=C12)N1[C@@H]([C@H](C1)CS(=O)(=O)C)C)N propyl-8-((2R,3S)-2-methyl-3-((methylsulfonyl)methyl)azetidin-1-yl)isoquinolin-3-amine